3-{4-[4-(5-cyclopropyl-3-methylpyridin-2-yl)piperazine-1-carbonyl]phenyl}-3-ethylpyrrolidine-2,4-dione C1(CC1)C=1C=C(C(=NC1)N1CCN(CC1)C(=O)C1=CC=C(C=C1)C1(C(NCC1=O)=O)CC)C